COC(CCCCCC=CCC=CCC=CCC=CCC=CCC)=O 7,10,13,16,19-docosapentaenoic acid methyl ester